1-((R)-1-(3-(8-methoxyimidazo[1,2-a]pyrazin-6-yl)phenyl)ethyl)-1-propyl-3-((R)-6,6,6-trifluorohexan-3-yl)urea COC=1C=2N(C=C(N1)C=1C=C(C=CC1)[C@@H](C)N(C(=O)N[C@H](CC)CCC(F)(F)F)CCC)C=CN2